4-((2-cyclobutyl-4,5,6,7-tetrahydrobenzo[d]thiazol-4-yl)amino)-2-cyclopropylpyrimidine-5-carbonitrile C1(CCC1)C=1SC2=C(N1)C(CCC2)NC2=NC(=NC=C2C#N)C2CC2